2-cyclopropyloxyethylamine hydrochloride Cl.C1(CC1)OCCN